(R)-N-((S)-1-(5-cyano-2-fluorophenyl)ethyl)-2-methylpropane-2-sulfinamide C(#N)C=1C=CC(=C(C1)[C@H](C)N[S@](=O)C(C)(C)C)F